(2S,5S)-5-(aminomethyl)-2-[3-(4-chlorophenyl)phenyl]-1,4-oxazepan-3-one NC[C@H]1NC([C@@H](OCC1)C1=CC(=CC=C1)C1=CC=C(C=C1)Cl)=O